O=C1NC(CCC1N1C(N(C2=NC(=NC=C12)N1CCC(CC1)(O)CC(=O)OC(C)(C)C)C)=O)=O tert-butyl 2-[1-[7-(2,6-dioxo-3-piperidyl)-9-methyl-8-oxo-purin-2-yl]-4-hydroxy-4-piperidyl]acetate